N-[4-Chloro-2-(3-pyridyl)thiazol-5-yl]-N,2-dimethyl-3-methylthio-propanamide ClC=1N=C(SC1N(C(C(CSC)C)=O)C)C=1C=NC=CC1